C(C)(C)(C)OC(=O)NC(C(=O)OC)(C(F)(F)F)O methyl 2-((tert-butoxycarbonyl)amino)-3,3,3-trifluoro-2-hydroxypropanoate